N1=CC=CC=C1.FC(C(=O)O)F difluoroacetic acid pyridine salt